methyl (3-(3-fluoro-4-((2-methyl-1H-imidazol-1-yl)methyl)phenyl)-5-isobutylthiophen-2-yl)sulfonylcarbamate FC=1C=C(C=CC1CN1C(=NC=C1)C)C1=C(SC(=C1)CC(C)C)S(=O)(=O)NC(OC)=O